COC1=C(C=C2C(=NC=NC2=C1)NC=1C(=C(C=CC1OC)C1=C(C=C(C=C1)F)F)F)OC1CCN(CC1)C(C=C)=O 1-(4-((7-methoxy-4-((2,2',4'-trifluoro-4-methoxy-[1,1'-biphenyl]-3-yl)amino)quinazolin-6-yl)oxy)piperidin-1-yl)prop-2-en-1-one